2-chloro-4-fluorobenzonitrile ClC1=C(C#N)C=CC(=C1)F